8-(6-Amino-9H-purin-9-yl)-3,9,12,18-tetrahydroxy-17-(4-nitro-1H-1,2,3-benzotriazol-1-yl)-12-sulfanyliden-2,4,7,11,13,16-hexaoxa-3λ5,12λ5-diphosphatricyclo[13.2.1.06,10]octadecan-3-on NC1=C2N=CN(C2=NC=N1)C1OC2COP(OC3C(OC(COP(OC2C1O)(=S)O)C3O)N3N=NC1=C3C=CC=C1[N+](=O)[O-])(=O)O